[7-[[4-methyl-6-(methylamino)pyrimidin-2-yl]amino]-2,3-dihydro-1,4-benzodioxin-5-yl]trifluoromethanesulfonate CC1=NC(=NC(=C1)NC)NC=1C=C(C2=C(OCCO2)C1)OS(=O)(=O)C(F)(F)F